C(=CCCCCCCCCCCCCCCCCC)C=1N(C=CN1)CCCCCCCCCCCCCCCCCC 2-(nonadec-1-enyl)-1-octadecylimidazole